C1(CC1)C[C@@H]1[C@H]([C@@H]2[C@H](N([C@H]1CC2)C(=O)O)C(=O)O)OC(=S)OC2=CC=CC=C2 (1S,3S,4S,5R,6S)-6-(cyclopropylmethyl)-5-[(phenoxythiocarbonyl)oxy]-2-azabicyclo[2.2.2]octane-2,3-dicarboxylic acid